FC=1C(=NC=C(C1)OC)N1C(N(C=2C=NC=3C=C(C(=CC3C21)C=2C=NN(C2)C)OC)C)=O 1-(3-Fluoro-5-methoxy-pyridin-2-yl)-7-methoxy-3-methyl-8-(1-methyl-1H-pyrazol-4-yl)-1,3-dihydro-imidazo[4,5-c]quinolin-2-one